4-N-acetylcytosine C(C)(=O)NC1=NC(NC=C1)=O